Cl.N[C@H](C(=O)NC1=NC=CC(=C1)CN1C(N[C@@H](C1)C(F)(F)F)=O)COC(C(F)(F)F)(C)C (S)-2-Amino-N-(4-(((S)-2-oxo-4-(trifluoromethyl)imidazolidin-1-yl)methyl)pyridin-2-yl)-3-((1,1,1-trifluoro-2-methylpropan-2-yl)oxy)propanamide hydrochloride